2-bromo-5,6-dichloro-1H-benzo[d]imidazol BrC1=NC2=C(N1)C=C(C(=C2)Cl)Cl